C(C)(C)(C)OC(=O)N[C@@H]1CC(CC12CCN(CC2)C(=O)OC(C)(C)C)(F)F tert-butyl (1R)-1-{[(tert-butoxy) carbonyl] amino}-3,3-difluoro-8-azaspiro[4.5]decane-8-carboxylate